3-methyl-2-hydroxy-cyclopentanone CC1C(C(CC1)=O)O